1-(2-(azepan-1-yl)ethyl)-1,3,4,5-tetrahydro-2H-benzo[b]azepin-2-one N1(CCCCCC1)CCN1C2=C(CCCC1=O)C=CC=C2